FC(CC1CCN(CC1)C=1C=2N(C3=CC=C(C=C3N1)C(=O)OC)C=CC2)(F)F Methyl 4-(4-(2,2,2-trifluoroethyl)piperidin-1-yl)pyrrolo[1,2-a]quinoxaline-7-carboxylate